4-(4-Acryloylpiperazin-1-yl)-2-amino-7-(2-amino-7-fluorobenzo[d]thiazol-4-yl)-6-chloro-8-Fluoroquinoline-3-carbonitrile C(C=C)(=O)N1CCN(CC1)C1=C(C(=NC2=C(C(=C(C=C12)Cl)C1=CC=C(C2=C1N=C(S2)N)F)F)N)C#N